C(C)(C)(C)OC(=O)N1CCN(CC1)CCCN(C)C=1C=C2C(=CC=NC2=CC1)C(NCC(=O)OC)=O 4-(3-((4-((2-Methoxy-2-oxoethyl)carbamoyl)quinolin-6-yl)(methyl)amino)propyl)piperazine-1-carboxylic acid tert-butyl ester